[K].Cl hydrochloric acid, potassium salt